1-(5-methyl-1,3,4-oxadiazol-2-yl)ethan-1-ol CC1=NN=C(O1)C(C)O